tert-butyl 3-(4-((3,4-dichloro-2-fluorophenyl)amino)-7-ethoxyquinazolin-6-yl)azetidine-1-carboxylate ClC=1C(=C(C=CC1Cl)NC1=NC=NC2=CC(=C(C=C12)C1CN(C1)C(=O)OC(C)(C)C)OCC)F